FC=1C=2N(C=CC1)N=C(C2)O 4-fluoropyrazolo[1,5-a]pyridin-2-ol